carboxyl-cyclotetrasiloxane C(=O)(O)[SiH]1O[SiH2]O[SiH2]O[SiH2]O1